BrC=1C(=C(C=CC1)C(C(=O)OC(C)(C)C)(CCCC(CS(=O)(=O)CCO[Si](C)(C)C(C)(C)C)(C)C)C)OC tert-butyl 2-(3-bromo-2-methoxyphenyl)-7-((2-((tert-butyldimethylsilyl)oxy)ethyl)sulfonyl)-2,6,6-trimethylheptanoate